C1(CC1)C1=C(C(=NO1)C=1C(=NC=CC1)C(F)(F)F)C1=CC2(C1)CCN(CC2)C=2SC1=C(N2)C(=CC(=C1)C(=O)O)F 2-(2-(5-cyclopropyl-3-(2-(trifluoromethyl)pyridin-3-yl)isoxazol-4-yl)-7-azaspiro[3.5]non-1-en-7-yl)-4-fluorobenzo[d]thiazole-6-carboxylic acid